CC=1C=C(C=O)C(=CN1)OCC=1C(=NC=CC1)C1=CC=NN1CCC(F)(F)F 2-methyl-5-((2-(1-(3,3,3-trifluoropropyl)-1H-pyrazol-5-yl)pyridin-3-yl)methoxy)isonicotinaldehyde